[Cl-].[Cl-].[Cl-].[Cl-].C1(=CC=CC=C1)O.C1(=CC=CC=C1)O diphenol tetrachloride